OC1=CC=C(C=C1)C(C)C1=CC=C(C=C1)O 1,1-bis-(4-hydroxyphenyl)ethane